tert-butyl 2-[[4-[2-[(3S)-2,6-dioxo-3-piperidyl]-1-oxo-isoindolin-5-yl]piperazin-1-yl]methyl]-7-azaspiro[3.5]nonane-7-carboxylate O=C1NC(CC[C@@H]1N1C(C2=CC=C(C=C2C1)N1CCN(CC1)CC1CC2(C1)CCN(CC2)C(=O)OC(C)(C)C)=O)=O